FCCC(C(=O)N)SC (2-fluoroethyl)-2-methylsulfanyl-acetamide